BrCCCCC(=O)Br bromovaleryl bromide